(E)-6-nitro-2,4(1H,3H)-quinazolinedione [N+](=O)([O-])C=1C=C2C(NC(NC2=CC1)=O)=O